FC1=CC(=C(C(=O)NC2=C(C=C(C(=C2)C2=CCCN(C2)C2=NC=C(C=N2)C=O)F)N2C[C@H](N(CC2)C)C)C=C1)C(F)(F)F 4-fluoro-N-[4-fluoro-5-[1-(5-formylpyrimidin-2-yl)-3,6-dihydro-2H-pyridin-5-yl]-2-[(3R)-3,4-dimethylpiperazin-1-yl]phenyl]-2-(trifluoromethyl)benzamide